COC(=O)C1=C(C=NC=C1)NC[C@@H]1CCOC2=C1C=CC(=C2)N(C)C2=CC=C(C=C2)CC 3-({[(4R)-7-[(4-ethylphenyl)(methyl)amino]-3,4-dihydro-2H-1-benzopyran-4-yl]methyl}amino)pyridine-4-carboxylic acid methyl ester